FC=1C(=NN(C1OCC1=CC=C(C=C1)F)C(C1=C(C=CC=C1)F)=O)C1N(CCNC1C(F)(F)F)C(=O)N1CCOCC1 4-{2-[4-fluoro-1-(2-fluorobenzoyl)-5-[(4-fluorophenyl)methoxy]-1H-pyrazol-3-yl]-3-(trifluoromethyl)piperazine-1-carbonyl}morpholine